ClC1=C(C=CC=C1)C=1N(C2=NC(=NC(=C2N1)N1CCC(CC1)(C(=O)N)C)N(C)CCOC)C1=CC=C(C=C1)Cl 1-[8-(2-chlorophenyl)-9-(4-chlorophenyl)-2-[2-methoxyethyl-(methyl)amino]purin-6-yl]-4-methyl-piperidine-4-carboxamide